COC1=CC=C(CN(C2=C(C=C(C(=N2)C2=C(C=C3C(=NC(=NC3=C2F)F)N2CCC(CC2)C#N)Cl)I)OC)CC2=CC=C(C=C2)OC)C=C1 1-(7-(6-(bis(4-methoxybenzyl)amino)-3-iodo-5-methoxypyridin-2-yl)-6-chloro-2,8-difluoroquinazolin-4-yl)piperidine-4-carbonitrile